BrC1=CC=C(C=C1)NC1=C(N=C2N1C=C(N=C2)N2CCN(CC2)C)C=2C=CC=1N(C2)C(=NN1)CC N-(4-bromophenyl)-2-(3-ethyl-[1,2,4]triazolo[4,3-a]pyridin-6-yl)-6-(4-methylpiperazin-1-yl)imidazo[1,2-a]pyrazin-3-amine